tris(ethylamino)allylsilane C(C)NC(C=C(NCC)NCC)[SiH3]